[Br-].FC(F)(F)C1=C(C=CC=C1)[Zn+] (trifluoromethylphenyl)zinc (II) bromide